2-bromo-1-[4-(trifluoromethoxy)phenyl]ethanone BrCC(=O)C1=CC=C(C=C1)OC(F)(F)F